4-(N,N-diethyl)aminobenzaldehyde C(C)N(CC)C1=CC=C(C=O)C=C1